(E)-N-fluorenylmethoxycarbonyl-L-tryptophan C1(=CC=CC=2C3=CC=CC=C3CC12)COC(=O)N[C@@H](CC1=CNC2=CC=CC=C12)C(=O)O